BrC1=NC=C(C(=C1)NC(OC(C)(C)C)=O)C(F)(F)F tert-Butyl (2-bromo-5-(trifluoromethyl)pyridin-4-yl)carbamate